N1CC(C1)N1CC(C1)N1C[C@@H]([C@H](CC1)N1N=C(C=2C1=NC=NC2N)C2=CC=C(C=C2)OC2=CC=CC=C2)F 1-[(3S,4S)-1-[1-(azetidin-3-yl)azetidin-3-yl]-3-fluoro-4-piperidyl]-3-(4-phenoxyphenyl)pyrazolo[3,4-d]pyrimidin-4-amine